formaldehyde phosphonate P(O)(O)=O.C=O